2-(6-bromo-1-oxospiro[3H-isoquinoline-4,1'-cyclopropane]-2-yl)-N-(6-methoxy-[1,2,4]triazolo[1,5-a]pyridin-2-yl)acetamide BrC=1C=C2C(=CC1)C(N(CC21CC1)CC(=O)NC1=NN2C(C=CC(=C2)OC)=N1)=O